2-chloro-6-(prop-1-en-2-yl)aniline ClC1=C(N)C(=CC=C1)C(=C)C